C1(CCCC1)OC1=CC=C(CN2C=CC3=C(C=CC(=C23)C(=O)NC2C(CC23CCC3)C(=O)O)F)C=C1 1-(4-(cyclopentyloxy)benzyl-4-fluoro-1H-indole-7-carboxamido)spiro[3.3]heptane-2-carboxylic acid